FC1=C(C=CC=C1C[C@@H]1C=2C(N(C=NC2CC[C@@H]1NS(=O)(=O)C)C(C)C)=O)C1=CC(=CC=C1)F |o1:8,17| rel-N-[(5R,6S)-5-[(2,3'-difluoro[1,1'-biphenyl]-3-yl)methyl]-4-oxo-3-(propan-2-yl)-3,4,5,6,7,8-hexahydroquinazolin-6-yl]methanesulfonamide